N-(1-(5-chloro-2-((2-methoxy-4-(4-methylpiperazin-1-yl)phenyl)amino)pyrimidin-4-yl)-4-methylpiperidin-4-yl)cyclopropanesulfonamide ClC=1C(=NC(=NC1)NC1=C(C=C(C=C1)N1CCN(CC1)C)OC)N1CCC(CC1)(C)NS(=O)(=O)C1CC1